S1C=NC2=C1C=CC(=C2)OC2=C(C=C(C=C2)NC=2C1=C(N=CN2)C=CC(=N1)N1CCN(CC1)C(=O)OC(C)(C)C)C tert-butyl 4-(4-((4-(benzo[d]thiazol-5-yloxy)-3-methylphenyl)amino)pyrido[3,2-d]pyrimidin-6-yl)piperazine-1-carboxylate